2-(3-(benzylamino)oxetan-3-yl)acetic acid C(C1=CC=CC=C1)NC1(COC1)CC(=O)O